2,4-dinitrophenyl hydroxide [N+](=O)([O-])C1=C(C=CC(=C1)[N+](=O)[O-])O